5-(6-bromo-4-quinazolinyl)-4,5,6,7-tetrahydro-thiazolo[5,4-c]pyridin-2-amine BrC=1C=C2C(=NC=NC2=CC1)N1CC2=C(CC1)N=C(S2)N